2-bromo-8-chlorodibenzo[b,d]thiophene BrC1=CC2=C(SC3=C2C=C(C=C3)Cl)C=C1